NC=1N=NC(=CC1N1C[C@@H](OCC1)C1=C(C=C(C(=O)O)C=C1)C)C1=C(C=CC=C1)O (S)-4-(4-(3-Amino-6-(2-hydroxyphenyl)pyridazin-4-yl)morpholin-2-yl)-3-methylbenzoic acid